NC1=C(C(=C(C(=O)O)C(=C1I)I)I)I 4-amino-2,3,5,6-tetraiodo-benzoic acid